ClCCCC1([C@H]2C[C@H]2CN1C(=O)OC(C)(C)C)C(=O)OC 3-(t-butyl) 2-methyl (1S,5R)-2-(3-chloropropyl)-3-azabicyclo[3.1.0]hexane-2,3-dicarboxylate